3-(pyridin-4-yl)-2-[6-(trifluoromethyl)pyridin-3-yl]-4,5,6,7-tetrahydropyrazolo[1,5-a]pyrazin-5-ium chloride [Cl-].N1=CC=C(C=C1)C=1C(=NN2C1C[NH2+]CC2)C=2C=NC(=CC2)C(F)(F)F